NC1=NC=CC=C1C1=NC=2C(=NC=C(C2)C2=CC=CC=C2)N1C1=CC=C(C=C1)C1CN(C1)C[C@@H]1CC[C@H](CC1)C(=O)O trans-4-[[3-[4-[2-(2-amino-3-pyridyl)-6-phenyl-imidazo[4,5-b]pyridin-3-yl]phenyl]azetidin-1-yl]methyl]cyclohexanecarboxylic acid